(4RS)-(4-carboxy-5,8,11-tris(carboxymethyl)-1-phenyl-2-oxa-5,8,11-triazatridecan-13-oic acid) C(=O)(O)[C@@H](COCC1=CC=CC=C1)N(CCN(CCN(CC(=O)O)CC(=O)O)CC(=O)O)CC(=O)O |r|